Dimethyl L-aspartate N[C@@H](CC(=O)OC)C(=O)OC